Cl.CC1(CNC1)C(O)C=1C=NC=C(C1)C1OCCC1 (3-methyl-azetidin-3-yl)-[5-(tetrahydro-furan-2-yl)-pyridin-3-yl]-methanol, hydrochloride salt